C(C)OC(=O)C1=CC=CC=2OCOC21.CS(=O)(=O)NC2=C(C=CC1=C2N=CS1)NS(=O)(=O)C N-(4-(methylsulfonylamino)benzo[d]thiazol-5-yl)methanesulfonamide Ethyl-benzo[d][1,3]dioxole-4-carboxylate